Quinolineoic acid N1=C(C=CC2=CC=CC=C12)C(=O)O